ClC1=CC=C(C=C1)[C@@H]1N(OCC1)C1=CC(=NC=N1)NC=1C(=CC(=C(C1)NC(C=C)=O)N1CCC(CC1)N1CCN(CC1)C1CC1)OC N-(5-((6-((R)-3-(4-chlorophenyl)isoxazolidine-2-yl)pyrimidine-4-yl)amino)-2-(4-(4-cyclopropylpiperazine-1-yl)piperidine-1-yl)-4-methoxyphenyl)acrylamide